FC1=C(NC=2C3=C(N=CN2)C=CC(=N3)N3[C@@H]2CN([C@H](C3)C2)C(=O)OC(C)(C)C)C=CC(=C1F)OCC1(CC1)F tert-butyl (1S,4S)-5-[4-[2,3-difluoro-4-[(1-fluorocyclopropyl)methoxy]anilino]pyrido[3,2-d]pyrimidin-6-yl]-2,5-diazabicyclo[2.2.1]heptane-2-carboxylate